tert-butyl (8-bromo-2-(4-methoxybenzyl)-1-oxo-7-(pyridin-4-yl)-1,2,3,4-tetrahydropyrrolo[1,2-a]pyrazin-6-yl)carbamate BrC=1C(=C(N2C1C(N(CC2)CC2=CC=C(C=C2)OC)=O)NC(OC(C)(C)C)=O)C2=CC=NC=C2